N-(2-methyl-4-(trifluoromethyl)benzyl)cyclopropanamine CC1=C(CNC2CC2)C=CC(=C1)C(F)(F)F